NC1=CC=C(C=N1)OC1=CC=C(C=C1)NC(=O)NC1=CC(=CC=C1)C#N 1-(4-((6-aminopyridin-3-yl)oxy)phenyl)-3-(3-cyanophenyl)urea